COC1=NNC2=NC(=CN=C21)N2CCC1(CCN(C1)C=1C=NC(=CC1)C(F)(F)F)CC2 8-(3-methoxy-1H-pyrazolo[3,4-b]pyrazin-6-yl)-2-(6-(trifluoromethyl)pyridin-3-yl)-2,8-diazaspiro[4.5]decane